C(C=C)(=O)NC=1C=C(C=CC1)C=1C=C2C(=CN1)N(N=C2C(=O)O)COCC[Si](C)(C)C 5-[3-(prop-2-enoyl-amino)phenyl]-1-(2-trimethylsilylethoxymethyl)pyrazolo[3,4-c]pyridine-3-carboxylic acid